1-[3-(cyanomethyl)-4-[6-[5-[(6-isopropylpyrazin-2-yl)amino]-1-methyl-pyrazol-4-yl]-3-pyridinyl]phenyl]cyclopropanecarboxylic acid C(#N)CC=1C=C(C=CC1C=1C=NC(=CC1)C=1C=NN(C1NC1=NC(=CN=C1)C(C)C)C)C1(CC1)C(=O)O